[Pd].[Pd].C(C1=CC=CC=C1)=CC(=O)C=CC1=CC=CC=C1.C(C1=CC=CC=C1)=CC(=O)C=CC1=CC=CC=C1.C(C1=CC=CC=C1)=CC(=O)C=CC1=CC=CC=C1 tri(dibenzylideneacetone) dipalladium (0)